[18F]C=1N=C(NC1)[N+](=O)[O-] [18F]fluoronitroimidazole